N-((5-phenylfuran-2-yl)methyl)-9H-purin-6-amine C1(=CC=CC=C1)C1=CC=C(O1)CNC1=C2N=CNC2=NC=N1